C(OOC)(OOC)OOC trimethoxy orthoformate